N1(CCC1)C1CCN(CC1)C=1C(=C2C(=CN1)NC(=C2C(C)C)C=2C=C(C=1N(C2)N=CN1)C)C 6-(5-(4-(azetidin-1-yl)piperidin-1-yl)-3-isopropyl-4-methyl-1H-pyrrolo[2,3-c]pyridin-2-yl)-8-methyl-[1,2,4]triazolo[1,5-a]pyridine